S1C=C(C=C1)C=1C=CC=C2CCCC(C12)N1CCNCC1 4-(8-(thiophen-3-yl)-1,2,3,4-tetrahydronaphthalen-1-yl)piperazin